5-[4-(2-methoxyphenyl)piperazin-1-yl]-1-[3-chloro-10,11-dihydro-5H-dibenzo[b,f]azepin-5-yl]pentan-1-one oxalate C(C(=O)O)(=O)O.COC1=C(C=CC=C1)N1CCN(CC1)CCCCC(=O)N1C2=C(CCC3=C1C=CC=C3)C=CC(=C2)Cl